(1R,3S,4R)-2-(2-chloro-9-hydroxy-9H-fluorene-9-carbonyl)-N-((R)-1-cyano-2-((R)-2-oxopiperidin-3-yl)ethyl)-5,5-difluoro-2-azabicyclo[2.2.2]octane-3-carboxamide ClC1=CC=2C(C3=CC=CC=C3C2C=C1)(C(=O)N1[C@H]2CC([C@@H]([C@H]1C(=O)N[C@H](C[C@@H]1C(NCCC1)=O)C#N)CC2)(F)F)O